C1(CC1)[C@]1(C(NC(N1)=O)=O)C[C@@H](C(N1CC2=CC=C(C=C2C1)C(F)(F)F)=O)C (S)-5-cyclopropyl-5-((S)-2-methyl-3-oxo-3-(5-(trifluoromethyl)isoindolin-2-yl)propyl)imidazolidine-2,4-dione